tris-(p-cyanophenyl)phosphine C(#N)C1=CC=C(C=C1)P(C1=CC=C(C=C1)C#N)C1=CC=C(C=C1)C#N